((1s,3s)-3-hydroxy-3-methylcyclobutyl)(7-(5-methoxy-2-methylphenyl)-2-azaspiro[3.5]non-2-yl)methanone potassium [K].OC1(CC(C1)C(=O)N1CC2(C1)CCC(CC2)C2=C(C=CC(=C2)OC)C)C